(4-fluoro-3-methyl-2-oxo-2,3-dihydrobenzo[d]thiazol-6-yl)-1-(2-hydroxyethyl)-4-methyl-5-(2-(trifluoromethyl)phenyl)-1H-pyrrole-3-carboxamide FC1=CC(=CC2=C1N(C(S2)=O)C)C=2N(C(=C(C2C(=O)N)C)C2=C(C=CC=C2)C(F)(F)F)CCO